C(CCC)O[Si]([O-])([O-])[O-] butylorthosilicate